N-(5-Bromo-2-(2-(isopropylamino)ethoxy)pyridin-3-yl)cyclopropanesulfonamide BrC=1C=C(C(=NC1)OCCNC(C)C)NS(=O)(=O)C1CC1